5-(cyclopentylmethyl)-N-(4-(5-(3-methoxypropoxy)-2-(trifluoromethyl)phenyl)pyridin-2-yl)-4H-1,2,4-triazole-3-carboxamide C1(CCCC1)CC=1NC(=NN1)C(=O)NC1=NC=CC(=C1)C1=C(C=CC(=C1)OCCCOC)C(F)(F)F